FC(OC=1C=C(C=CC1)N1C(C(C2=CC(=CC=C12)C(=O)NCC=1C=NN(C1)CC)(C)C)=O)F 1-(3-(difluoromethoxy)phenyl)-N-((1-ethyl-1H-pyrazol-4-yl)methyl)-3,3-dimethyl-2-oxoindoline-5-carboxamide